5-(6-isopropyl-2-methoxypyridin-3-yl)-2-(1,4,9-triazaspiro[5.5]undecan-9-yl)imidazo[2,1-b][1,3,4]thiadiazole C(C)(C)C1=CC=C(C(=N1)OC)C1=CN=C2SC(=NN21)N2CCC1(CNCCN1)CC2